(-)-N-[5-(2-chloro-5-cyanophenyl)-1H-indazol-3-yl]-6,6-dimethylpiperidine-3-carboxamide ClC1=C(C=C(C=C1)C#N)C=1C=C2C(=NNC2=CC1)NC(=O)C1CNC(CC1)(C)C